cyclohexyl methacrylate t-butyl-methacrylate cyclohexyl-methacrylate tricyclodecyl-methacrylate C1(CCCCCCCCC1)C(C(C(=O)O)=C)(C1CCCCCCCCC1)C1CCCCCCCCC1.C1(CCCCC1)OC(C(=C)C)=O.C(C)(C)(C)OC(C(=C)C)=O.C(C(=C)C)(=O)OC1CCCCC1